NC1=NC=CC(=C1)C1=CNC=2N=CN=C(C21)N[C@@H](CC)C2=NC(=CC=C2)N2C[C@H](N[C@H](C2)C)C 5-(2-aminopyridin-4-yl)-N-((S)-1-(6-((3R,5S)-3,5-dimethylpiperazin-1-yl)pyridin-2-yl)propyl)-7H-pyrrolo[2,3-d]pyrimidin-4-amine